2-(3-(4-(2-((3R,5S)-4-acetyl-3,5-dimethylpiperazin-1-yl)ethoxy)phenyl)ureido)-N-(4-(((2S,4R)-2-methyl-1-propionyl-1,2,3,4-tetrahydroquinolin-4-yl)amino)phenyl)acetamide C(C)(=O)N1[C@@H](CN(C[C@@H]1C)CCOC1=CC=C(C=C1)NC(NCC(=O)NC1=CC=C(C=C1)N[C@@H]1C[C@@H](N(C2=CC=CC=C12)C(CC)=O)C)=O)C